COC=1C=C(C=O)C=CC1OCCCCCCCC 3-methoxy-4-octoxybenzaldehyde